FC(N1N=CC(=C1C1=CC=2N(C=C1)N=C(C2)NC2=NC(=NC=C2)OC)OC[C@@H]2N(CC2)CC)F 5-[2-(difluoromethyl)-4-[[(2R)-1-ethylazetidin-2-yl]methoxy]pyrazol-3-yl]-N-(2-methoxypyrimidin-4-yl)pyrazolo[1,5-a]pyridin-2-amine